1-(2'-((4-methoxybenzyl)amino)-[4,4'-bipyridin]-2-yl)piperidin-4-ol COC1=CC=C(CNC2=NC=CC(=C2)C2=CC(=NC=C2)N2CCC(CC2)O)C=C1